5-fluoro-3-methyl-2-[[3-(trifluoromethyl)phenyl]methyl]-6-[3-(trifluoromethyl)pyrazol-1-yl]pyridine FC=1C=C(C(=NC1N1N=C(C=C1)C(F)(F)F)CC1=CC(=CC=C1)C(F)(F)F)C